4-(8-(2,3-dichlorophenyl)-3-nitroquinolin-4-yl)morpholine ClC1=C(C=CC=C1Cl)C=1C=CC=C2C(=C(C=NC12)[N+](=O)[O-])N1CCOCC1